C(=O)(O)C(O)C(O)C(=O)O.NC=1SC2=C(N1)CCC(C2)N 2,6-diamino-4,5,6,7-tetrahydrobenzothiazole tartrate